C(C)(=O)C=1OC2=C(C1)C(=CC(=C2)OC)OC[C@H]2N(CCC2)C2=NC=C(C#N)C=C2 (S)-6-(2-(((2-acetyl-6-methoxybenzofuran-4-yl)oxy)methyl)pyrrolidin-1-yl)nicotinonitrile